NC1=NC=C(C(=O)OC)C(=C1)OC1CCC1 methyl 6-amino-4-cyclobutoxy-nicotinate